C(C1=CC=CC=C1)OC(C1=C(C=CC=C1)OCCOC1=C(C(=O)OCC2=CC=CC=C2)C=CC=C1)=O ethylenedioxy-bis-benzoic acid dibenzyl ester